4-(2-((3-chloro-1-methyl-1H-pyrazol-4-yl)sulfonyl)propan-2-yl)-N-(pyridazin-4-yl)piperidine-1-carboxamide ClC1=NN(C=C1S(=O)(=O)C(C)(C)C1CCN(CC1)C(=O)NC1=CN=NC=C1)C